NC1=NC=C(C2=C1C=NN2C2OCCCC2)NC(C(=O)N2[C@H](CC[C@@H](C2)C)C=2C=CC1=C(N=CS1)C2)=O N-(4-amino-1-tetrahydropyran-2-yl-pyrazolo[4,3-c]pyridin-7-yl)-2-[(2R,5S)-2-(1,3-benzothiazol-5-yl)-5-methyl-1-piperidyl]-2-oxo-acetamide